5-((3-(4-(2-(4-methoxy-phenyl)propan-2-yl)thiazol-2-yl)ureido)methyl)-2-(3-methylpiperazin-1-yl)-benzamide COC1=CC=C(C=C1)C(C)(C)C=1N=C(SC1)NC(NCC=1C=CC(=C(C(=O)N)C1)N1CC(NCC1)C)=O